ethyl-trimethyl-(ethoxy)silane C(C)C[Si](OCC)(C)C